9-(4-methoxybenzyl)-6-(1H-pyrazolo[4,3-c]pyridin-3-yl)-2-((6-methylpyridin-2-yl))-9H-purine COC1=CC=C(CN2C3=NC(=NC(=C3N=C2)C2=NNC3=C2C=NC=C3)C3=NC(=CC=C3)C)C=C1